7-[3-methyl-1-(2,2,2-trifluoroethyl)-1H-pyrazolo[3,4-d]pyrimidin-6-yl]-2-[2-methyl-6-(trifluoromethyl)pyrimidin-4-yl]-2,7-diazaspiro[3.5]nonane CC1=NN(C2=NC(=NC=C21)N2CCC1(CN(C1)C1=NC(=NC(=C1)C(F)(F)F)C)CC2)CC(F)(F)F